rac-(3aR,5R,7S,7aR)-1-ethyl-3,3,5,7-tetramethyl-5-(o-tolyl)octahydro-benzo[c]isoxazole C(C)N1OC([C@H]2[C@H]1[C@H](C[C@](C2)(C2=C(C=CC=C2)C)C)C)(C)C |r|